ClC1=C(C=CC(=C1)Cl)C=1C(NC(C1C1=CN(C2=CC=CC=C12)C)=O)=O 3-(2,4-dichlorophenyl)-4-(1-methylindol-3-yl)-1H-pyrrole-2,5-dione